C1(CCCCC1)CCCC(=O)[O-].C1(CCCCC1)CCCC(=O)[O-].[Zn+2] zinc bis(cyclohexane butyrate)